perfluoromethyl-decahydroquinoline Tert-butyl-(2R,5S)-2,5-dimethylpiperazine-1-carboxylate C(C)(C)(C)OC(=O)N1[C@@H](CN[C@H](C1)C)C.FC1(N(C2(C(C(C(C(C2(C(C1(F)F)(F)F)F)(F)F)(F)F)(F)F)(F)F)F)C(F)(F)F)F